2-(4-(ethylsulfonyl)phenyl)-3-methoxypropionic acid C(C)S(=O)(=O)C1=CC=C(C=C1)C(C(=O)O)COC